2-((R)-3-(4-amino-3-(2-fluoro-4-phenoxyphenyl)-1H-pyrazolo[3,4-d]pyrimidin-1-yl)piperidine-1-carbonyl)-4-(azetidin-1-yl)-4-methylpent-2-enenitrile bis(2,2,2-trifluoroacetate) FC(C(=O)O)(F)F.FC(C(=O)O)(F)F.NC1=C2C(=NC=N1)N(N=C2C2=C(C=C(C=C2)OC2=CC=CC=C2)F)[C@H]2CN(CCC2)C(=O)C(C#N)=CC(C)(C)N2CCC2